1-trichloroethylsilane ClC(C[SiH3])(Cl)Cl